5-[4-[(2-Ethyl-5-fluoro-3-oxo-4H-quinoxalin-6-yl)methyl]piperazin-1-yl]pyridine-2-carboxamide C(C)C1=NC2=CC=C(C(=C2NC1=O)F)CN1CCN(CC1)C=1C=CC(=NC1)C(=O)N